(E)-6-(3-(4-(2-(pyridin-3-yl)vinyl)phenoxy)azetidin-1-yl)-[1,1'-biphenyl] N1=CC(=CC=C1)/C=C/C1=CC=C(OC2CN(C2)C2=CC=CC=C2C2=CC=CC=C2)C=C1